FC=1C=C(C=C(C1)F)C1=NOC(C1)(C(=O)OC)C methyl 3-(3,5-difluorophenyl)-5-methyl-4,5-dihydro-1,2-oxazole-5-carboxylate